ClC=1C=C(C=CC1)CC(=O)Cl 2-(3-chlorophenyl)acetyl chloride